C(=O)C1=C(C(=CC=C1)OCCO)B(O)O [2-formyl-6-(2-hydroxyethoxy)phenyl]boronic acid